5-ethyl-1-phenyl-N-(quinolin-2-yl)-1H-pyrazole-4-carboxamide C(C)C1=C(C=NN1C1=CC=CC=C1)C(=O)NC1=NC2=CC=CC=C2C=C1